C(CCCCCCCCCCCCC)(=O)C(O)C(O)CO Myristoylglycerol